L-beta-homolysine N[C@@H](CCCCN)CC(=O)O